ClC=1C(C(=C(C(C1Cl)=O)Cl)Cl)=O 2,3,5,6-tetrachlorocyclohexa-2,5-diene-1,4-dione